F[P-](F)(F)(F)(F)F.C1(=CC=CC=C1)[I+]C=1SC=CC1 Phenyl-2-thienyl-iodonium hexafluorophosphat